BrC=1C=C(C=CC1)C1(CC2(CC2)C1)C1=NN=CN1C [5-(3-bromophenyl)spiro[2.3]hexane-5-yl]-4-methyl-1,2,4-triazole